8-chloro-N-(3,3-difluorocyclobutyl)-5,6-dihydrobenzo[f]imidazo[1,5-d][1,4]oxazepine-10-carboxamide ClC1=CC(=CC=2C=3N(CCOC21)C=NC3)C(=O)NC3CC(C3)(F)F